FC(C1=CC=CC=C1)P(O)(O)=O Fluorobenzyl-phosphonic acid